ethyl (R,Z)-3-((5-(bicyclo[1.1.1]pentan-1-yl)-3-butyl-7-(ethylthio)-2-methyl-1,1-dioxido-2,3,4,5-tetrahydrobenzo[f][1,2,5]thiadiazepin-8-yl)oxy)-2-fluoroacrylate C12(CC(C1)C2)N2C[C@H](N(S(C1=C2C=C(C(=C1)O\C=C(\C(=O)OCC)/F)SCC)(=O)=O)C)CCCC